CC1=NC(=NO1)C=1C=C2CCC(C2=CC1)NC(=O)NC1=CC=NC=C1 1-(5-(5-methyl-1,2,4-oxadiazol-3-yl)-2,3-dihydro-1H-inden-1-yl)-3-(pyridin-4-yl)urea